(R)-N-(6-(3-(2-fluoropropan-2-yl)pyrrolidin-1-yl)-2-methylpyrimidin-4-yl)-6-(1-(2,2,2-trifluoroethyl)-1H-pyrazol-4-yl)picolinamide FC(C)(C)[C@H]1CN(CC1)C1=CC(=NC(=N1)C)NC(C1=NC(=CC=C1)C=1C=NN(C1)CC(F)(F)F)=O